tert-butyl N-(5-bromanyl-6-methoxy-pyridin-2-yl)-N-[(2-methylpropan-2-yl)oxycarbonyl]carbamate BrC=1C=CC(=NC1OC)N(C(OC(C)(C)C)=O)C(=O)OC(C)(C)C